2-chloroquinoline-4-carbaldehyde ClC1=NC2=CC=CC=C2C(=C1)C=O